δ-(3,4-epoxycyclohexyl)butyltriethoxysilane C1(CC2C(CC1)O2)CCCC[Si](OCC)(OCC)OCC